1-ethyl-3-(4-(4-methyl-6-oxo-1,4,5,6-tetrahydropyridazine-3-yl)-2-nitrophenyl)guanidine C(C)NC(=N)NC1=C(C=C(C=C1)C1=NNC(CC1C)=O)[N+](=O)[O-]